FC=1C=C(C2=C(CNS(O2)(=O)=O)C1)C1=CC=C(C(=O)N)C=C1 4-(6-fluoro-2,2-dioxo-3,4-dihydrobenzo[e][1,2,3]oxathiazin-8-yl)benzamide